FC(OC1=C(C=CC(=C1)N1CCN(CC1)C)NC1=NC=C(C(=N1)NC1=C(SC=C1)C(=O)N)C(F)(F)F)F 3-((2-((2-(difluoromethoxy)-4-(4-methylpiperazin-1-yl)phenyl)amino)-5-(trifluoromethyl)pyrimidin-4-yl)amino)thiophene-2-carboxamide